5-(6-((3-ethyl-2-oxo-1,2-dihydro-1,6-naphthyridin-7-yl)methyl)-2,6-diazaspiro[3.3]heptan-2-yl)-N-methylpicolinamide C(C)C=1C(NC2=CC(=NC=C2C1)CN1CC2(CN(C2)C=2C=CC(=NC2)C(=O)NC)C1)=O